NC1=C2C(=NC=N1)N(N=C2C2=CC=C(C=C2)OC2=CC=CC=C2)[C@H]2CN(CCC2)CCC2=CC=C(CCSC1=C3CN(C(C3=CC=C1)=O)C1C(NC(CC1)=O)=O)C=C2 3-(4-((4-(2-((R)-3-(4-amino-3-(4-phenoxyphenyl)-1H-pyrazolo[3,4-d]pyrimidine-1-yl)piperidin-1-yl)ethyl)phenethyl)thio)-1-oxoisoindoline-2-yl)piperidine-2,6-dione